O1C(=NC2=C1C=CC=C2)C2=CC=C(N)C=C2 4-(2-benzoxazolyl)aniline